Br[C@H](C(=O)OCCCCCC)F hexyl (2R)-2-bromo-2-fluoro-acetate